5-Hydroxy-3-[2-(hydroxymethyl)-1H-indol-3-yl]-1,3-dihydro-2-benzofuran-1-one OC1=CC2=C(C(OC2C2=C(NC3=CC=CC=C23)CO)=O)C=C1